ClC1=NC=CC(=N1)C1=CN=C2N1N=C(C(=C2)OC)C2CC1(C2)CCC1 3-(2-chloropyrimidin-4-yl)-7-methoxy-6-spiro[3.3]heptan-2-yl-imidazo[1,2-b]pyridazine